[C@H]12NC[C@H]([C@@H]1N1C(=CC=3C(=NC=4C(=C(C(=CC4C31)CCC#N)C3=C(C(=CC=C3)Cl)Cl)F)C)[C@@H](C)NC(=O)C=3N=NC=CC3)C2 N-((1R)-1-(1-((1R,4R,5s)-2-azabicyclo[2.1.1]hexane-5-yl)-8-(2-cyanoethyl)-7-(2,3-dichlorophenyl)-6-fluoro-4-methyl-1H-pyrrolo[3,2-c]quinolin-2-yl)ethyl)pyridazine-3-carboxamide